Heptamethyl-disilazan C[Si](N([Si](C)(C)C)C)(C)C